6,7-dioleoyl-heptanoic acid C(CCCCCCC\C=C/CCCCCCCC)(=O)C(CCCCC(=O)O)CC(CCCCCCC\C=C/CCCCCCCC)=O